O=C([C@@H](CC1=CC=CC=C1)NC(OCC1=CC=CC=C1)=O)N[C@H](C)C(C=C)=O benzyl ((R)-1-oxo-1-(((R)-3-oxopent-4-en-2-yl)amino)-3-phenylpropan-2-yl)carbamate